7-(methyl(pyridin-2-ylmethyl)amino)-4-(o-tolyl)-2H-chromen-2-one CN(C1=CC=C2C(=CC(OC2=C1)=O)C1=C(C=CC=C1)C)CC1=NC=CC=C1